3,5-diethyl-2,6-tolylenediamine C(C)C=1C(=C(C)C(=C(C1)CC)N)N